O(C1=CC=CC=C1)C1=CC=C(C=C1)C1=NN(C2=NC=NC(=C21)N)C2CCN(CC2)C=2C=NN(C2)C2CCNCC2 3-(4-Phenoxyphenyl)-1-[1-[1-(4-piperidinyl)pyrazol-4-yl]-4-piperidinyl]pyrazolo[3,4-d]pyrimidin-4-amine